BrC=1C=C(O[Si](C(C)C)(C(C)C)C(C)C)C=CC1OC (3-Bromo-4-methoxyphenoxy)triisopropylsilane